C1(CC1)CN1C(=CC2=CC=CC=C12)C1=NC2=C(N1CC1CN(C1)C(C1=C(C=CC=C1)OC)=O)C(=CC(=C2)C(=O)N2[C@@H]1CC[C@H](C2)[C@H]1N)OC (1R,4R,7R)-2-{2-[1-(cyclopropylmethyl)-1H-indol-2-yl]-7-methoxy-1-{[1-(2-methoxybenzoyl)azetidin-3-yl]methyl}-1H-1,3-benzodiazol-5-carbonyl}-2-azabicyclo[2.2.1]heptan-7-amine